sodium thiabutanedioate S(CCC(=O)[O-])(=O)[O-].[Na+].[Na+]